2-phenylglycolate C1(=CC=CC=C1)C(C(=O)[O-])O